COC1=C(C=CC=C1)N1N=CC=C1N (2-methoxyphenyl)-1H-pyrazol-5-amine